Methyl 4-[3-[2,6-dichloro-4-(5-oxa-2,8-diazaspiro[3.5]nonan-2-yl)benzoyl]-2,4-dihydro-1,3-benzoxazin-8-yl]-5-fluoro-2-(3-oxa-8-azabicyclo[3.2.1]octan-8-yl)benzoate ClC1=C(C(=O)N2COC3=C(C2)C=CC=C3C3=CC(=C(C(=O)OC)C=C3F)N3C2COCC3CC2)C(=CC(=C1)N1CC2(C1)OCCNC2)Cl